C1(CC1)C#CC1=CC(=C(C=C1)C1=NN=C(C(N1C)=O)N[C@H]1CN(CCC1)CC)O (R)-3-(4-(cyclopropylethynyl)-2-hydroxyphenyl)-6-((1-ethylpiperidin-3-yl)amino)-4-methyl-1,2,4-triazine-5(4H)-one